FC(OC1=CC2=C(N=C(O2)C=2C(=C(C=CC2)C2=C(C(=CC=C2)C=2OC3=C(N2)C=C(C=C3)CN3C(CC3)(C)O)C)C)C=C1CN1[C@@H](CCC1)C(=O)O)F ((6-(difluoromethoxy)-2-(3'-(5-((2-hydroxy-2-methylazetidin-1-yl)methyl)benzo[d]oxazol-2-yl)-2,2'-dimethyl-[1,1'-biphenyl]-3-yl)benzo[d]oxazol-5-yl)methyl)-L-proline